4-{(2S,6R)-6-{6-(2-cyanoethoxy)-2-[(2-phenoxyacetyl)amino]purin-9-yl}-4-tritylmorpholin-2-yl}-4-oxobutanoic acid C(#N)CCOC1=C2N=CN(C2=NC(=N1)NC(COC1=CC=CC=C1)=O)[C@@H]1O[C@@H](CN(C1)C(C1=CC=CC=C1)(C1=CC=CC=C1)C1=CC=CC=C1)C(CCC(=O)O)=O